C=COCCSCCOCCSCCOC=C 3,9,15-trioxa-6,12-dithiaheptadecane-1,16-diene